5-chloro-4-[(3S)-3-isopropylpiperazin-1-yl]-2-(4-methylthiazol-5-yl)-1H-pyrimidin-6-one ClC1=C(N=C(NC1=O)C1=C(N=CS1)C)N1C[C@@H](NCC1)C(C)C